1-((6-(2-hydroxy-6-methyl-4-(trifluoromethyl)phenyl)-2H-pyrazolo[3,4-b]pyrazin-2-yl)methyl)cyclobutane-1-carbonitrile OC1=C(C(=CC(=C1)C(F)(F)F)C)C=1C=NC=2C(N1)=NN(C2)CC2(CCC2)C#N